N1N=NN=C1C1=CC(=CC(=C1)C1=NN=NN1)C1=NN=NN1 1,3,5-tri(1H-tetrazole-5-yl)benzene